3-hydrazinobutyrate hydrochloride Cl.N(N)C(CC(=O)O)C